(R)-6-(2,2-difluorocyclopropane-1-carboxamido)-4-((2,5-dimethyl-4,5-dihydro-2H-[1,2,3]triazolo[4,5-c][1,7]naphthyridin-6-yl)amino)-N-(methyl-d3)pyridazine-3-carboxamide FC1([C@H](C1)C(=O)NC1=CC(=C(N=N1)C(=O)NC([2H])([2H])[2H])NC1=NC=CC=2C=3C(CN(C12)C)=NN(N3)C)F